C(C)(=O)C(C(C)=O)C(C)=O 3-acetylpentane-2,4-dione